3-hydroxy-5-methyl-6-nitropyridine OC=1C=NC(=C(C1)C)[N+](=O)[O-]